2-(bromomethyl)-6-fluoropyridine BrCC1=NC(=CC=C1)F